C(C)(=O)OCC(C(=O)O)(C)COC(C)=O 3-acetoxy-2-(acetoxymethyl)-2-methylpropanoic acid